CC1(COC1)N1C=C(C=C1)C(=O)NCC(=O)NC=1SC=C(N1)C1=NC(=CC=C1)C1=NC(=CN=C1)C 1-(3-methyloxetan-3-yl)-N-[2-[[4-[6-(6-methylpyrazin-2-yl)-2-pyridyl]thiazol-2-yl]amino]-2-oxoethyl]pyrrole-3-carboxamide